6-(3,4-difluorophenyl)-3-methyl-1-[(1-methyltriazol-4-yl)methyl]imidazo[4,5-b]pyridin-2-one FC=1C=C(C=CC1F)C=1C=C2C(=NC1)N(C(N2CC=2N=NN(C2)C)=O)C